5-(7-Chloro-4-(1H-imidazol-1-yl)quinolin-2-yl)-2-ethoxybenzoic acid ClC1=CC=C2C(=CC(=NC2=C1)C=1C=CC(=C(C(=O)O)C1)OCC)N1C=NC=C1